OC1COC2(CN(C2)C(=O)OC(C)(C)C)C1 tertbutyl 7-hydroxy-5-oxa-2-azaspiro[3.4]octane-2-carboxylate